C(=O)(OC(C)(C)C)N1C[C@@H](NCC1)CO (R)-1-Boc-3-(Hydroxymethyl)piperazine